FC1CN(CCC1NC)C1=C(C=CC=2N(C(N(C21)C)=O)C2C(NC(CC2)=O)=O)OC 3-[4-[3-Fluoro-4-(methylamino)-1-piperidinyl]-5-methoxy-3-methyl-2-oxo-benzoimidazol-1-yl]piperidine-2,6-dione